4-((2R,3R)-3-((4-ethoxy-3-(1-methyl-7-oxo-3-propyl-6,7-dihydro-1H-pyrazolo[4,3-d]pyrimidin-5-yl)phenyl)amino)-2-ethyl-5-oxopyrrolidin-1-yl)-2-(trifluoromethyl)benzonitrile C(C)OC1=C(C=C(C=C1)N[C@H]1[C@H](N(C(C1)=O)C1=CC(=C(C#N)C=C1)C(F)(F)F)CC)C=1NC(C2=C(N1)C(=NN2C)CCC)=O